3-chloro-7-((2s,5R)-2,5-dimethyl-4-((R)-1-(quinoxalin-6-yl)ethyl)piperazin-1-yl)-4-methyl-2,4-dihydro-5H-pyrazolo[4,3-b]Pyridin-5-one ClC=1NN=C2C1N(C(C=C2N2[C@H](CN([C@@H](C2)C)[C@H](C)C=2C=C1N=CC=NC1=CC2)C)=O)C